2,2-dimethyl-7-(2-(((1-methylcyclopropyl)methyl)amino)-7H-pyrrolo[2,3-d]pyrimidin-5-yl)chroman-4-one CC1(OC2=CC(=CC=C2C(C1)=O)C1=CNC=2N=C(N=CC21)NCC2(CC2)C)C